3-amino-5-methylthio-1H-1,2,4-triazole hydrochloride Cl.NC1=NNC(=N1)SC